methyl 5-bromo-4-oxo-1H-cinnoline-3-carboxylate BrC1=C2C(C(=NNC2=CC=C1)C(=O)OC)=O